C(C)OC([C@@H](NC(=O)C=1C(OC2=CC=CC=C2C1)=O)CCC(NCCC1CCN(CC1)CC1=CC=CC=C1)=O)=O.COC1=CC=C(C(=O)NC(C2=CC=C(C=C2)OC)=O)C=C1 4-methoxy-N-(4-methoxybenzoyl)benzamide Ethyl-N5-(2-(1-benzylpiperidin-4-yl)ethyl)-N2-(2-oxo-2H-chromene-3-carbonyl)-L-glutaminate